(S)-2-[4-bromo-2-(1,2,3-thiadiazol-4-yl)phenoxy]-3-cyclopropylpropionic acid BrC1=CC(=C(O[C@H](C(=O)O)CC2CC2)C=C1)C=1N=NSC1